N-(3-chloro-5-(methylsulfonyl)phenyl)-4-(5-isopropoxypyridin-2-yl)thiophene-2-carboxamide ClC=1C=C(C=C(C1)S(=O)(=O)C)NC(=O)C=1SC=C(C1)C1=NC=C(C=C1)OC(C)C